[Cl-].[Cl-].C[Zr](C1C=CC2=CC=3CCCC3C=C12)(C1C=CC=C1)(=[SiH2])(=[SiH2])(C)(C)C Tetramethyldisilylene(cyclopentadienyl)(1,5,6,7-tetrahydro-s-indacenyl)zirconium dichloride